(biphenylyl)carbazole C1(=C(C=CC=C1)C1=CC=CC=2C3=CC=CC=C3NC12)C1=CC=CC=C1